1-[5-Fluoro-1-methyl-6-[(3S,4R)-3-hydroxy-4-piperidinyl]indazol-3-yl]hexahydropyrimidine-2,4-dione FC=1C=C2C(=NN(C2=CC1[C@@H]1[C@@H](CNCC1)O)C)N1C(NC(CC1)=O)=O